(S)-(5-(2-hydroxyphenyl)-1-(methylamino)-1-oxopent-2-yl)carbamic acid tert-butyl ester C(C)(C)(C)OC(N[C@H](C(=O)NC)CCCC1=C(C=CC=C1)O)=O